methyl 2-((3-(6-((4-cyano-2-fluorobenzyl) oxy) pyridin-2-yl)-3,8-diazabicyclo[3.2.1]octan-8-yl) methyl)-1-(((S)-oxetan-2-yl) methyl)-1H-benzo[d]imidazole-6-carboxylate C(#N)C1=CC(=C(COC2=CC=CC(=N2)N2CC3CCC(C2)N3CC3=NC2=C(N3C[C@H]3OCC3)C=C(C=C2)C(=O)OC)C=C1)F